5-ethoxypyridin-2-ol C(C)OC=1C=CC(=NC1)O